Cl.ClC=1C=C(C=CC1)CC1=CC2=C(C=N1)C(CN2C(CN2[C@H](CN[C@@H](C2)C)COC)=O)(C)C 1-{6-[(3-Chlorophenyl)-methyl]-3,3-dimethyl-1H,2H,3H-pyrrolo[3,2-c]pyridin-1-yl}-2-[(2R,5R)-2-(methoxy-methyl)-5-methyl-piperazin-1-yl]ethan-1-one, hydrochloride salt